1-Bromo-3-fluoro-5-(prop-1-yn-1-yl)benzene BrC1=CC(=CC(=C1)C#CC)F